2,5-dioxopyrrolidin-1-yl-methanoate O=C1N(C(CC1)=O)C(=O)[O-]